COC[C@@H](N1C(N[C@@H](C1)C(F)(F)F)=O)C1=CC(=NC=C1)NC(OC(C)(C)C)=O tert-butyl (4-((S)-2-methoxy-1-((S)-2-oxo-4-(trifluoromethyl)imidazolidin-1-yl)ethyl)pyridin-2-yl)carbamate